N-(2,3,5-trimethyl-3,5-dihydrospiro[imidazo[4,5-c][1,7]naphthyridine-4,3'-oxetan]-6-yl)cyclopropanecarboxamide CC1=NC2=C(N1C)C1(COC1)N(C=1C(=NC=CC21)NC(=O)C2CC2)C